ClC1=CC=C2C(=C(N(C2=C1C=1C(=NN(C1C)C)C=O)C)C(=O)OCC)CCCOC1=CC(=CC2=CC=CC=C12)SCC1=CC=C(C=C1)OC Ethyl 6-chloro-7-(3-formyl-1,5-dimethyl-1H-pyrazol-4-yl)-3-(3-((3-((4-methoxybenzyl) thio) naphthalen-1-yl) oxy) propyl)-1-methyl-1H-indole-2-carboxylate